C1(=CC(=CC=C1)CN(CC1OC1)CC1OC1)CN(CC1OC1)CC1OC1 N,N'-[1,3-phenylenebis(methylene)]bis[bis(oxirane-2-ylmethyl)amine]